C1(=CC(=CC=C1)C[C@H]1[C@H](CCC2=C(C=C(C(N12)=O)C)C)NS(=O)(=O)C)C1=CC=CC=C1 |r| rac-N-{(3S,4S)-4-[([1,1'-biphenyl]-3-yl)methyl]-7,9-dimethyl-6-oxo-1,3,4,6-tetrahydro-2H-quinolizin-3-yl}methanesulfonamide